N-methyl-3-(1,2,5-trimethyl-1H-indol-3-yl)propanamide CNC(CCC1=C(N(C2=CC=C(C=C12)C)C)C)=O